(3R)-6-fluoro-3-methyl-2,10,15,19,20,23-hexaazapentacyclo[15.5.2.04,9.010,13.020,24]tetracosane FC1CC2[C@H](NC3CCN4NCC(CNCC5CCN5C2CC1)C4N3)C